C(#N)C=1C=C(C(=NC1)C(=O)NC=1C=C2C(=NNC2=CC1)C=1OC(=CC1)C)C 5-cyano-3-methyl-N-(3-(5-methylfuran-2-yl)-1H-indazol-5-yl)picolinamide